C(C)(C)(C)NS(=O)(=O)C=1C=C(C=CC1)NC(C1=C(N=C(C=C1)NC1CC(C1)(F)F)N1CCC2(CC2)CC1)=O N-(3-(N-(tert-butyl)sulfamoyl)phenyl)-6-((3,3-difluorocyclobutyl)amino)-2-(6-azaspiro[2.5]octan-6-yl)nicotinamide